S(OC1=CC(=CC(=C1)OC)OC1C(NC(CC1)=O)=O)(=O)(=O)F 3-((2,6-dioxopiperidin-3-yl)oxy)-5-methoxyphenyl sulfurofluoridate